CN1[C@@H]2CC(CC1CC2)NC=2C=C1C(=CN2)SC(=C1)C(=O)[O-] 5-[[(1S)-8-methyl-8-azabicyclo[3.2.1]octan-3-yl]amino]thieno[2,3-c]pyridine-2-carboxylate